tert-butyl N-(5-amino-3-fluoro-6-iodo-2-pyridyl)-N-tert-butoxycarbonylcarbamate NC=1C=C(C(=NC1I)N(C(OC(C)(C)C)=O)C(=O)OC(C)(C)C)F